N-[(5-cyclopropyl-1,2-oxazol-3-yl)methyl]-8-methyl-2-(pyridin-2-ylmethyl)-4,5-dihydro-2H-furo[2,3-g]indazole-7-carboxamide C1(CC1)C1=CC(=NO1)CNC(=O)C1=C(C2=C(CCC3=CN(N=C23)CC2=NC=CC=C2)O1)C